4-(5-cyanopyrimidine-2-yl)-N-{6-[(3-cyclopropyl-1H-pyrazol-5-yl)amino]-5-methoxy-1,2-benzoxazol-3-yl}-2,6-dimethoxybenzene-1-sulfonamide C(#N)C=1C=NC(=NC1)C1=CC(=C(C(=C1)OC)S(=O)(=O)NC1=NOC2=C1C=C(C(=C2)NC2=CC(=NN2)C2CC2)OC)OC